1,3-bis(p-isopropylphenyl)urea C(C)(C)C1=CC=C(C=C1)NC(=O)NC1=CC=C(C=C1)C(C)C